3-((tert-Butoxycarbonyl)amino)-4-(difluoromethylene)cyclopent-1-ene-1-carboxylic acid ethyl ester C(C)OC(=O)C1=CC(C(C1)=C(F)F)NC(=O)OC(C)(C)C